CN1CCC(CC1)NC(C1=CC(=CC=C1)CN1C=NC2=CC(=CC=C2C1=O)C=1C=NNC1C(F)(F)F)=O N-(1-methylpiperidin-4-yl)-3-((4-oxo-7-(5-(trifluoromethyl)-1H-pyrazol-4-yl)quinazolin-3(4H)-yl)methyl)benzamide